[N+](#[C-])C1=CC=C(C(=O)C2=CC=CC=C2)C=C1 4-ISOCYANOBENZOPHENONE